2-fluoro-5-methylphenyl-2-(((S)-1-methylpyrrolidin-2-yl)methoxy)quinazoline-6-carbonitrile FC1=C(C=C(C=C1)C)C1=NC(=NC2=CC=C(C=C12)C#N)OC[C@H]1N(CCC1)C